ClC=1C(=C(C(=CC1N1CC(CC1)(OC([2H])([2H])[2H])CO)F)S(=O)(=O)N(C1=NC(=CC=C1)F)CC1=C(C=C(C=C1)OC)OC)F 3-chloro-N-(2,4-dimethoxybenzyl)-2,6-difluoro-N-(6-fluoropyridin-2-yl)-4-(3-(hydroxymethyl)-3-(methoxy-d3)pyrrolidin-1-yl)benzenesulfonamide